9-(4,4-difluorocyclohexyl)-2,3-dimethyl-7-[2-[2-(oxetan-3-ylmethoxy)-4-pyridyl]tetrahydropyran-4-yl]pyrimido[1,2-b]pyridazin-4-one FC1(CCC(CC1)C=1C=2N(N=C(C1)C1CC(OCC1)C1=CC(=NC=C1)OCC1COC1)C(C(=C(N2)C)C)=O)F